4-amino-2-(bromomethyl)-6-chloro-5-fluoropyridine NC1=CC(=NC(=C1F)Cl)CBr